C(C)N1CCC(C2=CC=C(C=C12)C)NC(=O)C=1C(NC(=CC1)C(F)(F)F)=O N-(1-ethyl-7-methyl-1,2,3,4-tetrahydroquinolin-4-yl)-2-oxo-6-(trifluoromethyl)-1,2-dihydropyridine-3-carboxamide